Oxalic acid Borate salt B(O)(O)O.C(C(=O)O)(=O)O